N-{[4-(benzenesulfonyl)phenyl]methyl}-5H,6H,7H-pyrrolo[3,4-b]pyridine-6-carboxamide C1(=CC=CC=C1)S(=O)(=O)C1=CC=C(C=C1)CNC(=O)N1CC2=NC=CC=C2C1